Ditert-butyl (2S)-4-[3-[1-(2,6-dioxo-3-piperidyl)-3-methyl-2-oxo-benzimidazol-5-yl]propanoyl]piperazine-1,2-dicarboxylate O=C1NC(CCC1N1C(N(C2=C1C=CC(=C2)CCC(=O)N2C[C@H](N(CC2)C(=O)OC(C)(C)C)C(=O)OC(C)(C)C)C)=O)=O